N-(6-amino-5-methylpyridin-3-yl)-2-((2S,5R)-4-isobutyryl-5-methyl-2-(4-(4-methylpiperazin-1-yl)phenyl)piperazin-1-yl)-2-oxoacetamide NC1=C(C=C(C=N1)NC(C(=O)N1[C@H](CN([C@@H](C1)C)C(C(C)C)=O)C1=CC=C(C=C1)N1CCN(CC1)C)=O)C